(S)-1'-(9-(4-fluorophenyl)-7H-imidazo[1,2-c]pyrrolo[3,2-e]pyrimidin-5-yl)-1,3-dihydrospiro[inden-2,4'-piperidin]-1-amine FC1=CC=C(C=C1)C1=CNC2=C1C=1N(C(=N2)N2CCC3(CC2)[C@@H](C2=CC=CC=C2C3)N)C=CN1